C1(NCN2C1=CN=CC2)C(=O)O tetrahydroimidazo[1,5-a]pyrazine-1-carboxylic acid